C1=CC=C(C=C1)N(C2=CC=C(C=C2)C3=CC=C(C=C3)N(C4=CC=CC=C4)C5=CC6=CC=CC=C6C=C5)C7=CC8=CC=CC=C8C=C7 N,N'-bis(naphthalen-2-yl)-N,N'-bis(phenyl)-benzidine